(7S)-5-ethyl-4,7,8-trimethyl-2-((trans-3-(3,4,5-trifluorophenoxy)-cyclobutyl)amino)-7,8-dihydropteridin-6(5H)-one C(C)N1C=2C(=NC(=NC2N([C@H](C1=O)C)C)N[C@@H]1C[C@H](C1)OC1=CC(=C(C(=C1)F)F)F)C